O[C@H]([C@H](CC)S(=O)(=O)N(CC1=CC=C(C=C1)OC)CC1=CC=C(C=C1)OC)CC=C (3S,4S)-4-HYDROXY-N,N-BIS(4-METHOXYBENZYL)HEPT-6-ENE-3-SULFONAMIDE